2,4,6-tris(hydroxyphenylmethylamino)-s-triazine ON(C1=NC(=NC(=N1)N(CC1=CC=CC=C1)O)N(CC1=CC=CC=C1)O)CC1=CC=CC=C1